COC1=CC(=CC(=C1O)O)/C=C/C(=O)O The molecule is ferulic acid in which the ring hydrogen at position 5 is substituted by a hydroxy group. It is a hydroxycinnamic acid and a methoxycinnamic acid. It is a conjugate acid of a 5-hydroxyferulate.